2-(2-isopropylphenyl)-9-(2-(pyridin-3-yl)-2-azaspiro[3.3]heptan-5-yl)-7,9-dihydro-8H-purin-8-one C(C)(C)C1=C(C=CC=C1)C1=NC=C2NC(N(C2=N1)C1C2(CN(C2)C=2C=NC=CC2)CC1)=O